naphthyl-(phenylnaphthobenzofuranyl)anthracene methyl-2-bromo-5-((tert-butoxycarbonyl)amino)-4-methylbenzoate COC(C1=C(C=C(C(=C1)NC(=O)OC(C)(C)C)C)Br)=O.C1(=CC=CC2=CC=CC=C12)C1=C(C2=CC3=CC=CC=C3C=C2C=C1)C1=C(OC=2C1=CC=C1C2C=CC2=CC=CC=C21)C2=CC=CC=C2